C(#N)C1=CC=C(C=C1)N1C=C(C2=CC(=CC=C12)S(=O)(=O)NC)C=1N=CN(C1)C 1-(4-cyanophenyl)-N-methyl-3-(1-methyl-1H-imidazol-4-yl)-1H-indole-5-sulfonamide